4-(trans-butyl)benzonitrile C(CCC)C1=CC=C(C#N)C=C1